1,5-dihydroxynaphthol C1C=CC2=C(C1(O)O)C=CC=C2O